C(#N)C=1C=C(C=CC1)N1C(C=CC1=O)=O 1-(3-cyanophenyl)-1H-pyrrole-2,5-dione